tert-butyl (E)-methylphenylcarbamate CN(C(OC(C)(C)C)=O)C1=CC=CC=C1